BrC=1C=C(SC1)NC(OC(C)(C)C)=O Tert-Butyl N-(4-bromo-2-thienyl)carbamate